C(C=C)[C@H]1[C@H](N(C[C@@H]1N)C(=O)OC(C)(C)C)C(=O)OC 1-(tert-butyl) 2-methyl (2S,3R,4R)-3-allyl-4-aminopyrrolidine-1,2-dicarboxylate